C(C1=CC=CC=C1)N1CC(CCC1)C1=CC=NC=2N1N=C(C2C2=CC(=NC=C2)C(F)(F)F)C 7-(1-Benzylpiperidin-3-yl)-2-methyl-3-(2-(trifluoromethyl)pyridin-4-yl)pyrazolo[1,5-a]pyrimidine